1-(3-Bromophenyl)-3-((2-((2-(6-fluoro-5-(4-fluoro-3-(1H-pyrazol-3-yl)phenoxy)-1H-indol-4-yl)ethyl)thio)ethyl)thio)propan-1-ol BrC=1C=C(C=CC1)C(CCSCCSCCC1=C2C=CNC2=CC(=C1OC1=CC(=C(C=C1)F)C1=NNC=C1)F)O